(4-bromophenyl)(3-(2-methoxyethoxy)cyclopentyl)methanone BrC1=CC=C(C=C1)C(=O)C1CC(CC1)OCCOC